2,4-Dichloro-5,6-dihydrofuro[2,3-d]pyrimidine ClC=1N=C(C2=C(N1)OCC2)Cl